20-carboxyarachidic acid C(=O)(O)CCCCCCCCCCCCCCCCCCCC(=O)O